C(C1=CC=CC=C1)C=1N(C=2C(=C3CC[C@@H](N(C3=CC2)C(=O)OC)C)N1)C1CCC1 trans-3-[(7S)-2-Benzyl-6-(methoxycarbonyl)-7-methyl-3H,6H,7H,8H,9H-imidazo[4,5-f]chinolin-3-yl]cyclobutan